CN1N=CC=C1C=1C=C(C=NC1)O 5-(1-methyl-1H-pyrazol-5-yl)pyridin-3-ol